C(#N)C1=C(C=CC(=C1)C)CS(=O)(=O)NC1=C(C(=C(C=C1F)C1=CC2=C(N=C(N=C2)N[C@@H]2CNC[C@H](C2)F)N(C1=O)C(C)C)F)F 1-(2-Cyano-4-methylphenyl)-N-(2,3,6-trifluoro-4-(2-(((3S,5S)-5-fluoropiperidin-3-yl)amino)-8-isopropyl-7-oxo-7,8-dihydropyrido[2,3-d]pyrimidin-6-yl)phenyl)methanesulfonamide